C(CCCCCCCCC)NC n-Decylmethylamin